3-(4-(3-aminoprop-1-yn-1-yl)-3-methyl-2-oxo-2,3-dihydro-1H-benzo[d]imidazol-1-yl)piperidine-2,6-dione NCC#CC1=CC=CC=2N(C(N(C21)C)=O)C2C(NC(CC2)=O)=O